dibromo-binaphthol C1=CC=C2C(=C1)C=CC=C2C3=C(C(=C(C4=CC=CC=C43)Br)Br)O